ClC[C@@H](COC1=C(C=C(C=C1)C(C)(C)C1=CC=C(C=C1)OC[C@@H](CN1N=NC(=C1CO)I)O)Cl)O (R)-1-chloro-3-(2-chloro-4-(2-(4-((R)-2-hydroxy-3-(5-(hydroxymethyl)-4-iodo-1H-1,2,3-triazol-1-yl)propoxy)phenyl)propan-2-yl)phenoxy)propan-2-ol